(2,6-Dichloropyridin-4-yl)methyl (S)-3-cyclopentyl-2-(methylamino)propanoate hydrochloride Cl.C1(CCCC1)C[C@@H](C(=O)OCC1=CC(=NC(=C1)Cl)Cl)NC